NC1=NC=NN2C1=CC=C2[C@H]2[C@@H]([C@@H]([C@@](O2)(C#N)COP(=S)(OC2=CC=CC=C2)N[C@@H](C)C(=O)OC)O)O methyl ((((2R,3S,4R,5S)-5-(4-aminopyrrolo[2,1-f][1,2,4]triazin-7-yl)-2-cyano-3,4-dihydroxytetrahydrofuran-2-yl)methoxy)(phenoxy)phosphorothioyl)-L-alaninate